1-(3-methoxyphenyl)-N-methylmethanamine COC=1C=C(C=CC1)CNC